CN[C@@H](C(=O)O)[C@@H](C)C1=CC=CC=C1 (2R,3S)-2-(methylamino)-3-phenylbutanoic acid